C(C)(=O)C=1C(=C(C(=CC1O)O)C(CCCCCCCN1N=CC=C1)=O)O 1-(3-acetyl-2,4,6-trihydroxyphenyl)-8-(1H-pyrazol-1-yl)octan-1-one